OC(C)(C)C=1N=CC(=NC1)N1C(O[C@]2(C1)C[C@@]([C@@H](CC2)OC)(C)CN2C=NC1=C2C=C(C=C1)C#N)=O (((5S,7S,8R)-3-(5-(2-hydroxy-prop-2-yl)pyrazin-2-yl)-8-methoxy-7-methyl-2-oxo-1-oxa-3-azaspiro[4.5]decan-7-yl)methyl)-1H-benzo[d]imidazole-6-carbonitrile